ethyl 2-(1-cyclobutyl-1H-pyrazol-4-yl)-3-methyl-5-nitrobenzoate C1(CCC1)N1N=CC(=C1)C1=C(C(=O)OCC)C=C(C=C1C)[N+](=O)[O-]